5-bromo-2-(tetrahydrofuran-3-yl)-2H-indazole-3-carboxylic acid methyl ester COC(=O)C=1N(N=C2C=CC(=CC12)Br)C1COCC1